BrC=1SC=2C(N[C@H](CN3C2C1OC(C3)(F)F)CC#N)=O (S)-2-(2-bromo-4,4-difluoro-9-oxo-4,5,6,7,8,9-hexahydro-3-oxa-1-thia-5a,8-diazabenzo[cd]azulen-7-yl)acetonitrile